N[C@H]1C[C@@H](O[C@H]([C@H]1O)C)O[C@@H]1C=2C(=C3C(C=4C(=CC=CC4C(C3=C(C2C[C@](C1)(C(CO)=O)O)O)=O)OC)=O)O (7S,9S)-7-[(2R,4S,5S,6S)-4-amino-5-hydroxy-6-methyl-tetrahydropyran-2-yl]oxy-6,9,11-trihydroxy-9-(2-hydroxyacetyl)-4-methoxy-8,10-dihydro-7H-naphthacene-5,12-dione